C1CCCC2=NC=3CCCCC3C=C12 1,2,3,4,5,6,7,8-octahydroacridine